N-(2-(4-acetyl-5-methyl-3-phenyl-1H-pyrrol-2-yl)-1H-benzo[d]imidazol-5-yl)acetamide tert-Butyl-(R)-3-amino-3-methylazepane-1-carboxylate C(C)(C)(C)OC(=O)N1C[C@](CCCC1)(C)N.C(C)(=O)C=1C(=C(NC1C)C1=NC2=C(N1)C=CC(=C2)NC(C)=O)C2=CC=CC=C2